CO[C@@H]1[C@H](CNCC1)O trans-(3S,4S)-4-methoxypiperidin-3-ol